2,2-bis[3-(N-t-butoxycarbonylamino)-4-hydroxyphenyl]hexafluoropropane C(C)(C)(C)OC(=O)NC=1C=C(C=CC1O)C(C(F)(F)F)(C(F)(F)F)C1=CC(=C(C=C1)O)NC(=O)OC(C)(C)C